tert-butyl (2S,3S)-2-(3-(4-(4-butylphenethyl)-3-(trifluoromethyl)phenyl)-1,2,4-oxadiazol-5-yl)-3-hydroxypyrrolidine-1-carboxylate C(CCC)C1=CC=C(CCC2=C(C=C(C=C2)C2=NOC(=N2)[C@H]2N(CC[C@@H]2O)C(=O)OC(C)(C)C)C(F)(F)F)C=C1